C(C1=CC=CC=C1)N1CC(CCC1)C1=NC=2N(C=C1)N=C(C2N2CCCC2)C (1-benzylpiperidin-3-yl)-2-methyl-3-(pyrrolidin-1-yl)pyrazolo[1,5-a]pyrimidine